(2S)-2-amino-3-(3-hydroxy-4-phosphonooxyphenyl)propanoic acid N[C@H](C(=O)O)CC1=CC(=C(C=C1)OP(=O)(O)O)O